3-[dodecyl(dimethyl) ammonio]-2-hydroxypropane-1-sulfonate C(CCCCCCCCCCC)[N+](CC(CS(=O)(=O)[O-])O)(C)C